NC=1N=CC2=C(C(=C(C=C2C1)C=1C(=C(C=NC1)N(C(OC(C)(C)C)=O)C(=O)OC(C)(C)C)C)F)Cl tert-butyl N-[5-(3-amino-8-chloro-7-fluoro-6-isoquinolyl)-4-methyl-3-pyridyl]-N-tert-butoxycarbonyl-carbamate